CC1(OB(OC1(C)C)C1=CCCN(C1)C(=O)OC(C)(C)C)C tert-butyl 5-(4,4,5,5-tetramethyl-1,3,2-dioxaborolan-2-yl)-3,6-dihydropyridine-1(2H)-carboxylate